N(C1=CC=CC=C1)(CC(=O)O)CC(=O)O aniline-N,N-diacetic acid